4-{5-[difluoro(4-fluorophenyl)methyl]pyrimidin-2-yl}piperazine-1-carboxylic acid tert-butyl ester C(C)(C)(C)OC(=O)N1CCN(CC1)C1=NC=C(C=N1)C(C1=CC=C(C=C1)F)(F)F